3-(2-(((2S,3S,4S,5S,6R)-3,4,5-trihydroxy-6-(hydroxymethyl)tetrahydro-2H-pyran-2-yl)oxy)ethyl)-3,8,15,18,21-pentaazaheptacosan-27-oic acid O[C@@H]1[C@H](O[C@@H]([C@H]([C@@H]1O)O)CO)OCCN(CC)CCCCNCCCCCCNCCNCCNCCCCCC(=O)O